C(N(CC(=O)[O-])CC(=O)O)CN(CC(=O)O)CC(=O)[O-].[K+].[K+] Dikalium edetat